CC(C(=O)OC(CCCCCCC=O)C)CC 8-(2-methylbutyryloxy)nonanal